Biphenyl-2-yl-(9,9-dimethyl-9H-fluoren-2-yl)-(9,9'-spirobifluorene-4-yl)amine C1(=C(C=CC=C1)N(C1=CC=CC=2C3(C4=CC=CC=C4C12)C1=CC=CC=C1C=1C=CC=CC13)C1=CC=3C(C2=CC=CC=C2C3C=C1)(C)C)C1=CC=CC=C1